ClC1=CC(=C2C(=CNC2=C1Cl)C=1C=NNC1)OCC(=O)N 2-[[6,7-dichloro-3-(1H-pyrazol-4-yl)-1H-indol-4-yl]oxy]acetamide